COC1=C(C=CC=C1)NC1=NC2=CC=CC=C2C=C1 N-(2-methoxyphenyl)quinolin-2-amine